ClC1=CC=C(C[C@H]2CO[C@H](CN2)CN2N=NC(=C2)[Si](C)(C)C)C=C1 (2R,5S)-5-(4-chlorobenzyl)-2-((4-(trimethylsilyl)-1H-1,2,3-triazol-1-yl)methyl)-morpholine